4-benzyl 1-(tert-butyl) (S)-2-(2-methoxyethyl)piperazine-1,4-dicarboxylate COCC[C@@H]1N(CCN(C1)C(=O)OCC1=CC=CC=C1)C(=O)OC(C)(C)C